2-(2-fluoro-4-(2-((5-methylthiazol-2-yl)amino)-2-oxoethyl)phenoxy)nicotinamide FC1=C(OC2=C(C(=O)N)C=CC=N2)C=CC(=C1)CC(=O)NC=1SC(=CN1)C